1-methyl-5-nitropyrimidin-2(1H)-one CN1C(N=CC(=C1)[N+](=O)[O-])=O